C(C)(C)OC(N[C@@H]1CC[C@H](CC1)C=1SC(=CN1)C1=C(C=C(C=C1)CO)S(NCC)(=O)=O)=O Trans-N-[4-[5-[2-(ethylsulfamoyl)-4-(hydroxymethyl)phenyl]thiazol-2-yl]cyclohexyl]carbamic acid isopropyl ester